N-(Cyclopropylmethyl)-6-(4-{1-[(2S)-1,1,1-trifluoropropan-2-yl]piperidin-4-yl}-1,4-diazepan-1-yl)pyridine-2-carboxamide C1(CC1)CNC(=O)C1=NC(=CC=C1)N1CCN(CCC1)C1CCN(CC1)[C@H](C(F)(F)F)C